(3-aminopropyl)-triethoxy-silane NCCC[Si](OCC)(OCC)OCC